(2-((3,5-bis(trifluoromethyl)benzyl)amino)pyrimidin-5-yl)(2-methylazetidin-1-yl)methanone FC(C=1C=C(CNC2=NC=C(C=N2)C(=O)N2C(CC2)C)C=C(C1)C(F)(F)F)(F)F